(Z)-5-(1-(4-amino-2-fluorobut-2-en-1-yl)-6-(pyrrolidin-1-carbonyl)-1H-benzo[d][1,2,3]triazol-4-yl)-2-methoxy-N,N-dimethylbenzenesulfonamide Hydrochloride Cl.NC\C=C(\CN1N=NC2=C1C=C(C=C2C=2C=CC(=C(C2)S(=O)(=O)N(C)C)OC)C(=O)N2CCCC2)/F